1-(3-(3-(2-hydroxyphenyl)-7H-pyrrolo[2,3-c]pyridazin-6-yl)-4-(pyridin-3-yl)pyrrolidin-1-yl)prop-2-en-1-one OC1=C(C=CC=C1)C1=CC2=C(N=N1)NC(=C2)C2CN(CC2C=2C=NC=CC2)C(C=C)=O